NCC(=O)NC(=O)NC1=C2NC=NC2=NC=N1 N6-glycinylcarbamoyladenine